C(C1=CC=CC=C1)(=O)N1CCN(C2=CC=CC=C12)C(CN1CCCCC1)=O 1-(4-Benzoyl-3,4-dihydroquinoxalin-1(2H)-yl)-2-(piperidin-1-yl)ethan-1-one